thieno[c]pyridazine N1=NC=CC2=C1SC=C2